4'-Chloro-4-(3,6-diazabicyclo[3.1.1]heptan-3-yl)-2-[[(2S)-pyrrolidin-2-yl]methoxy]spiro[6,8-dihydro-5H-quinazoline-7,1'-indane] ClC1=C2CCC3(C2=CC=C1)CCC=1C(=NC(=NC1C3)OC[C@H]3NCCC3)N3CC1NC(C3)C1